C(C)(C)(C)OC(=O)N1CC2=CC(=C(C=C2CC1)OC)[N+](=O)[O-] 6-methoxy-7-nitro-3,4-dihydroisoquinoline-2(1H)-carboxylic acid tert-butyl ester